C(C=C)(=O)C=1C(=C(C(C(=O)O)=CC1)C(=O)O)CC acryloylethyl-phthalic acid